CC1=CC=C(C=C1)S(=O)(=O)NC1=CC2=C(N=C(S2)NC(=O)C=2OC(=CC2)CN2CCOCC2)C=C1 N-(6-(4-Methylbenzenesulfonamido)benzo[d]thiazol-2-yl)-5-(morpholinylmethyl)furan-2-carboxamide